C(C=CCCCCC)=O n-octenal